2,3-Bis-(2-Methoxy-4-nitro-5-sulfophenyl)-2H-tetrazolium-5-carboxanilide, disodium salt [Na+].[Na+].COC1=C(C=C(C(=C1)[N+](=O)[O-])S(=O)(=O)O)N1[NH2+]C(=NN1C1=C(C=C(C(=C1)S(=O)(=O)O)[N+](=O)[O-])OC)C(=O)NC1=CC=CC=C1